3H-1,2-Benzodithiol-one S1(SCC2=C1C=CC=C2)=O